BrC=1C=CC(=NC1C)C(C)O 1-(5-bromo-6-methylpyridin-2-yl)ethan-1-ol